BrC=1C=CC(=NC1)CN(C(OC(C)(C)C)=O)C1=CC(=NC=C1)C(F)(F)F tert-butyl ((5-bromopyridin-2-yl)methyl)(2-(trifluoromethyl)pyridin-4-yl)carbamate